n-(4-methoxy-2-methylphenyl)acetamide CC1=C(C=CC(=C1)OC)NC(=O)C